7-(6-(1-hydroxypropyl)-4-methylpyridin-3-yl)-2,6-naphthyridin OC(CC)C1=CC(=C(C=N1)C1=NC=C2C=CN=CC2=C1)C